(R)-(5-(tert-butyl)-1,3,4-oxadiazol-2-yl)(4-(4-methylpyrazolo[1,5-a]pyridin-2-yl)-6,7-dihydro-1H-imidazo[4,5-c]pyridin-5(4H)-yl)methanone C(C)(C)(C)C1=NN=C(O1)C(=O)N1[C@H](C2=C(CC1)NC=N2)C2=NN1C(C(=CC=C1)C)=C2